Natrium-Magnesium [Mg].[Na]